1-carboxy-2-methylpropane C(=O)(O)CC(C)C